C(C)OOP(=O)(OC)CCC(C(=O)OC)=O methyl 4-(ethoxy-(methyl) phosphono)-2-oxobutanoate